ClC1=C(C=C(C(=C1)Cl)OC(C(F)F)(F)F)N1C(N(CC1)[C@@H](C)C=1N(N=CN1)C1=NC=CC=N1)=O 1-[2,4-dichloro-5-(1,1,2,2-tetrafluoroethoxy)phenyl]-3-[(1S)-1-(2-pyrimidin-2-yl-1,2,4-triazol-3-yl)ethyl]imidazolidin-2-one